C(C)OC(C(=O)C1CS(C2=C(C=CC=C2C1=O)OC)(=O)=O)=O 2-(8-methoxy-1,1-dioxido-4-oxothiochroman-3-yl)-2-oxoacetic acid ethyl ester